C[C@@H]1CN(CCO1)CC(=O)O 2-[(2R)-2-methylmorpholin-4-yl]acetic acid